ClC1=C(C=CC=C1)C1=C(C(=CC=C1)NC(=O)[C@H]1N([C@@H]2C[C@@H]2C1)C(=O)OC(C)(C)C)F Tert-butyl (1R,3S,5R)-3-((2'-chloro-2-fluoro-[1,1'-biphenyl]-3-yl) carbamoyl)-2-azabicyclo[3.1.0]hexane-2-carboxylate